BrC1=CC=2N(C(=C1)C(=C)OCC)N=CC2 5-bromo-7-(1-ethoxyvinyl)pyrazolo[1,5-a]pyridine